CC1(CO1)C 1,2-epoxy-2-methyl-propane